COC1=C(C(=NC=C1)C(=O)N[C@H](C(=O)O[C@H]([C@@H](C(C)C)C1=C(C=C(C=C1)F)C)C)C)OC(CC)=O [(1S,2S)-2-(4-fluoro-2-methyl-phenyl)-1,3-dimethyl-butyl] (2S)-2-[(4-methoxy-3-propanoyloxy-pyridine-2-carbonyl)amino]propanoate